(S)-4-methyl-2-(3-((7-(5-methyl-1,2,4-oxadiazol-3-yl)isoquinolin-1-yl)amino)-6-(methylamino)hexanamido)thiazole-5-carboxylic acid propyl ester C(CC)OC(=O)C1=C(N=C(S1)NC(C[C@H](CCCNC)NC1=NC=CC2=CC=C(C=C12)C1=NOC(=N1)C)=O)C